4-[6-(2-hydroxy-4,6-dimethyl-phenyl)pyridazin-3-yl]-2,3-dihydro-1,4-benzoxazin-6-ol OC1=C(C(=CC(=C1)C)C)C1=CC=C(N=N1)N1CCOC2=C1C=C(C=C2)O